(9H-Fluoren-9-yl)methyl (E)-(4-(2-cyanovinyl)phenyl)carbamate C(#N)/C=C/C1=CC=C(C=C1)NC(OCC1C2=CC=CC=C2C=2C=CC=CC12)=O